8-oxa-28λ6-thia-5,10,23,25,26,29,34-heptazaheptacyclo-[27.2.2.19,13.124,27.01,5.014,22.017,21]pentatriaconta-9(35),10,12,14,16,21,24,26-octaene 28,28-dioxide C123CCCN1CCOC=1N=CC=C(C4=CC=C5CCCC5=C4NC4=NN=C(S(N(CC2)CC3)(=O)=O)N4)C1